pentoxygermanium C(CCCC)O[Ge]